ON=C(N)C1=NSN=C1 N'-hydroxy-1,2,5-thiadiazole-3-carboximidamide